(R)-2-((3-(4-methylpiperazin-1-yl)phenyl)amino)-2-oxo-1-phenylethyl 3-amino-6-(1-(1-(tert-butoxycarbonyl)piperidin-4-yl)-1H-pyrazol-4-yl)pyrazine-2-carboxylate NC=1C(=NC(=CN1)C=1C=NN(C1)C1CCN(CC1)C(=O)OC(C)(C)C)C(=O)O[C@@H](C(=O)NC1=CC(=CC=C1)N1CCN(CC1)C)C1=CC=CC=C1